COC=1C=C(C=CC1OC)C=1NC2=CC=C(C=C2C1C(C)C)C=1C=NC(=CC1)N1CCN(CC1)CC(C)C 2-(3,4-dimethoxyphenyl)-5-(6-(4-isobutylpiperazin-1-yl)pyridin-3-yl)-3-isopropyl-1H-indole